(4-(1-hydroxyethyl)-2-methoxy-5-nitrophenoxy)-butyric acid OC(C)C1=CC(=C(OC(C(=O)O)CC)C=C1[N+](=O)[O-])OC